FC(S(=O)(=O)[O-])(F)F.C[N+](C1=NC=C(C=C1)C(=O)OC1=C(C(=CC(=C1F)F)F)F)(C)C N,N,N-trimethyl-5-[(2,3,5,6-tetrafluorophenoxy)-carbonyl]pyridine-2-aminium trifluoromethanesulfonate